N-(1-(2-(6-methylpyridin-2-yl)-9H-purin-6-yl)-1H-pyrrolo[3,2-c]pyridin-4-yl)pivalamide CC1=CC=CC(=N1)C1=NC(=C2N=CNC2=N1)N1C=CC=2C(=NC=CC21)NC(C(C)(C)C)=O